3-((2-Methyl-4-thiazolyl)ethynyl)pyridine CC=1SC=C(N1)C#CC=1C=NC=CC1